C12CN(CC(CC1)N2)C=2C1=C(N=C(N2)OCC2(CC2)CN(C)C)CN(CC1)C1=CC(=CC2=CC=CC(=C12)I)O 4-(4-(3,8-diazabicyclo[3.2.1]octan-3-yl)-2-{(1-((dimethylamino)methyl)cyclopropyl)methoxy}-5,8-dihydropyrido[3,4-d]pyrimidin-7(6H)-yl)-5-iodonaphthalen-2-ol